1-(hydroxymethyl)cyclohexanol OCC1(CCCCC1)O